4-((2-(2,6-dioxopiperidin-3-yl)-1,3-dioxoisoindoline-4-yl)amino)butyric acid O=C1NC(CCC1N1C(C2=CC=CC(=C2C1=O)NCCCC(=O)O)=O)=O